2-Cyclopenten-1-one C1(C=CCC1)=O